C(CCC)C1=NC(=NN1)CCCC1=NNC(=N1)CCCC 3,3'-trimethylenebis(5-butyl-1H-1,2,4-triazole)